BrC=1C(=C2N(CCNC2=O)C1CC#N)NC1=CC=CC=C1 2-(7-bromo-1-oxo-8-(phenylamino)-1,2,3,4-tetrahydropyrrolo[1,2-a]pyrazin-6-yl)acetonitrile